O=S1(CCC(CC1)N1C2=NC(=NC=C2N(C1=O)C)NC=1C(=CC2=C(CCO2)C1)C)=O 9-(1,1-Dioxotetrahydro-2H-thiopyran-4-yl)-7-methyl-2-((6-methyl-2,3-dihydrobenzofuran-5-yl)amino)-7,9-dihydro-8H-purin-8-one